N-((4,6-dimethyl-2-oxo-1,2-dihydropyridin-3-yl)methyl)-5-(ethyl(tetrahydro-2H-pyran-4-yl)amino)-4-methyl-4'-(morpholinomethyl)-[1,1-biphenyl]-3-carboxamide CC1=C(C(NC(=C1)C)=O)CNC(=O)C=1C=C(C=C(C1C)N(C1CCOCC1)CC)C1=CC=C(C=C1)CN1CCOCC1